(S)-(2-oxooxazolidin-4-yl)methyl 4-(4-(4,6-difluoro isoindoline-2-carboxamido) phenyl)piperidine-1-carboxylate FC1=C2CN(CC2=CC(=C1)F)C(=O)NC1=CC=C(C=C1)C1CCN(CC1)C(=O)OC[C@H]1NC(OC1)=O